2-cyano-7-((5-methoxy-7-methyl-1H-indol-4-yl)methyl)-7-azaspiro[3.5]nonan C(#N)C1CC2(C1)CCN(CC2)CC2=C1C=CNC1=C(C=C2OC)C